(S)-3-(7-(1,3-bis(1,8-naphthyridin-2-yl)propan-2-yl)-1-oxo-3,4-dihydropyrrolo[1,2-a]pyrazin-2(1H)-yl)-3-(3-fluoro-4-methoxyphenyl)propionic acid ethyl ester C(C)OC(C[C@@H](C1=CC(=C(C=C1)OC)F)N1C(C=2N(CC1)C=C(C2)C(CC2=NC1=NC=CC=C1C=C2)CC2=NC1=NC=CC=C1C=C2)=O)=O